2-(2'-hydroxy-5'-methacryloyloxyethylphenyl)-5-chloro-2H-benzotriazole OC1=C(C=C(C=C1)CCOC(C(=C)C)=O)N1N=C2C(=N1)C=CC(=C2)Cl